C(C)OC1=NC(=NC=C1COC1=NC=2C=CC3=C(C2N=C1)C1=C(S3)C(N[C@@H](CN1)C)=O)S(=O)(=O)C (R)-3-((4-ethoxy-2-(methylsulfonyl)pyrimidin-5-yl)methoxy)-10-methyl-9,10,11,12-tetrahydro-8H-[1,4]diazepino[5',6':4,5]thieno[3,2-f]quinoxalin-8-one